1-{3-[(2R)-1-(3-fluoro-5-methoxyphenyl)propan-2-yl]-8-(methoxycarbonyl)-3H,6H,7H,8H,9H-imidazo[4,5-h]isoquinolin-2-yl}piperidine-4-carboxylic acid FC=1C=C(C=C(C1)OC)C[C@@H](C)N1C(=NC2=C1C=CC=1CCN(CC21)C(=O)OC)N2CCC(CC2)C(=O)O